cis-1-propyl-3-(4-(trifluoromethyl)phenyl)cyclopentane-1-carboxylic acid C(CC)[C@@]1(C[C@H](CC1)C1=CC=C(C=C1)C(F)(F)F)C(=O)O